C12CCC(CC1)N2C2=NC(=CC1=C2N=C(N=C1)NC1=NC=2CCN(CC2C=C1)C(CN1CC(CCC1)O)=O)C1COC1 1-[2-[[8-(7-azabicyclo[2.2.1]heptan-7-yl)-6-(oxetan-3-yl)pyrido[3,4-d]pyrimidin-2-yl]amino]-7,8-dihydro-5H-1,6-naphthyridin-6-yl]-2-(3-hydroxypiperidin-1-yl)ethanone